CC(\C=N\CC1(COC1)C)=C (E)-2-methyl-N-((3-methyloxetan-3-yl)methyl)prop-2-en-1-imine